N-[4-(1-methyl-6-oxopyridin-3-yl)-5-phenylthiophen-2-yl]ethanesulfonamide CN1C=C(C=CC1=O)C=1C=C(SC1C1=CC=CC=C1)NS(=O)(=O)CC